ClC=1C=C(C=CC1F)N1C(N=C2C(C1=O)=CC=CN2CC=2C=NC(=CC2)Cl)=O 3-(3-chloro-4-fluorophenyl)-8-((6-chloropyridin-3-yl)methyl)pyrido[2,3-d]pyrimidine-2,4(3H,8H)-dione